C(CCC)O[Mg]Cl.[Mg] magnesium butoxymagnesium chloride